2,2'-azobis(propane-2-carboamidine) N(=NC(C)(C)C(=N)N)C(C)(C)C(=N)N